N-(5-Bromo-2-(3-(dimethylamino)propoxy)pyridin-3-yl)-2-fluorobenzene-sulfonamide BrC=1C=C(C(=NC1)OCCCN(C)C)NS(=O)(=O)C1=C(C=CC=C1)F